5-((1S,2S,5R,6S)-2-(2,3-Difluorophenyl)-6-(fluoromethyl)-3-azabicyclo[3.1.0]hexan-3-yl)-N-((R,E)-4-(methylsulfonyl)but-3-en-2-yl)pyrazine-2-carboxamide FC1=C(C=CC=C1F)[C@@H]1[C@@H]2[C@H]([C@@H]2CN1C=1N=CC(=NC1)C(=O)N[C@H](C)\C=C\S(=O)(=O)C)CF